C1(CCCC1)NC=1C=C(C=C2C(=C(NC12)C1=CC=CC=C1)C(C(F)(F)F)=O)COCC 1-(7-(cyclopentylamino)-5-(ethoxymethyl)-2-phenyl-1H-indol-3-yl)-2,2,2-trifluoroethan-1-one